C1(CC1)C1=C(C2=CNC(C(=C2N1)C1=NC2=C(N1)C=CC(=C2OCC(F)F)C2CCN(CC2)CC2CCOCC2)=O)C#N 2-cyclopropyl-7-(4-(2,2-difluoroethoxy)-5-(1-((tetrahydro-2H-pyran-4-yl)methyl)piperidin-4-yl)-1H-benzo[d]imidazol-2-yl)-6-oxo-5,6-dihydro-1H-pyrrolo[3,2-c]pyridine-3-carbonitrile